N-methylpiperazine-1-carboxamide CNC(=O)N1CCNCC1